(1R,2R,3S,4R,5S)-4-(6-((3,5-difluorophenyl)amino)-2-iodo-9H-purin-9-yl)-1-(hydroxymethyl)bicyclo[3.1.0]hexane-2,3-diol FC=1C=C(C=C(C1)F)NC1=C2N=CN(C2=NC(=N1)I)[C@H]1[C@@H]([C@@H]([C@@]2(C[C@H]12)CO)O)O